COC=1C=C(C=CC1)C=1NC2=C(N1)C=CC=C2 2-(3'-methoxyphenyl)benzimidazole